C(C1=CC=CC=C1)OC(=O)N1CC(C1)(OS(=O)(=O)C)C1=CC(=C(C=C1)Cl)Cl.C1(=CC=CC=C1)C1(C(C(C2NC3=CC=C(C(C3(C2(C1([2H])[2H])[2H])[2H])([2H])[2H])[2H])([2H])[2H])([2H])[2H])[2H] 3-phenyl-9H-carbazole-d12 benzyl-3-(3,4-dichlorophenyl)-3-methylsulfonyloxy-azetidine-1-carboxylate